BrC1=C(C(=CC2=CC=C(C=C12)F)NS(=O)(=O)C1=CC=C(C=C1)C)C(O)C1=C(C=CC(=C1)F)Cl N-{4-bromo-3-[(2-chloro-5-fluorophenyl)(hydroxy)methyl]-6-fluoro-2-naphthyl}-4-methylbenzenesulfonamide